((dimethylamino)methyl)thiophen CN(C)CC=1SC=CC1